OCC1=CC(=C(O[C@H]2[C@@H]([C@H]([C@@H]([C@H](O2)C(=O)OCC=C)OC(=O)OCC=C)OC(=O)OCC=C)OC(=O)OCC=C)C=C1)[N+](=O)[O-] prop-2-en-1-yl (2S,3S,4S,5R,6S)-6-[4-(hydroxymethyl)-2-nitrophenoxy]-3,4,5-tris({[prop-2-en-1-yloxy]carbonyl}oxy)oxane-2-carboxylate